BrC1=C(OC[Si](C(C)C)(C(C)C)COC2=C(C=C(C=C2)C(C)(C)C)Br)C=CC(=C1)C(C)(C)C bis((2-bromo-4-tert-butylphenoxy)methyl)diisopropylsilane